C(C1=CC=CC=C1)C(C(=O)N)C=1N=CN(C1)C1=CC=C(C=C1)C1=NOC(=N1)C(F)(F)F benzyl-2-(1-(4-(5-(trifluoromethyl)-1,2,4-oxadiazol-3-yl)phenyl)-1H-imidazol-4-yl)acetamide